OC1CCN(C1)C(=O)N 4-hydroxypyrrolidinecarboxamide